CN1N=CC=C1[Si](CC)(CC)CC 1-methyl-5-(triethylsilyl)-1H-pyrazole